ClC(=O)C=1C(=NC=CC1)CC(=O)OCC ethyl 2-(3-(chlorocarbonyl)pyridin-2-yl)acetate